r-butyl 2-mercaptoethylcarbamate SCCNC(OCCCC)=O